FC=1C=C2CCC[C@H](C2=C(C1)F)N1C=C(C=2[C@@H](C(CCC12)(F)F)O)C(F)(F)F (S)-1-((R)-6,8-difluoro-1,2,3,4-tetrahydronaphthalen-1-yl)-5,5-difluoro-3-(trifluoromethyl)-4,5,6,7-tetrahydro-1H-indol-4-ol